C(#N)C1=NC=NC=N1 2-cyano-1,3,5-triazine